α-ethynylbenzenemethanol C(#C)C(O)C1=CC=CC=C1